methyl 1-(3,3-difluorocyclobutyl)-2-oxo-1,2-dihydropyridine-3-carboxylate FC1(CC(C1)N1C(C(=CC=C1)C(=O)OC)=O)F